thieno[2,3-d]thiazole-5-carboxylate S1C=NC2=C1C=C(S2)C(=O)[O-]